3,4-bis[(6Z,15Z)-henicosa-6,15-dien-11-yl] 1-(2-hydroxyethyl)-pyrrolidine-3,4-dicarboxylate OCCN1CC(C(C1)C(=O)OC(CCC\C=C/CCCCC)CCC\C=C/CCCCC)C(=O)OC(CCC\C=C/CCCCC)CCC\C=C/CCCCC